P(=O)(O)(O)O.C(CCCCCCC)C1=CC=C(C=C1)[Ca]C1=CC=C(C=C1)CCCCCCCC bis[4-octylphenyl]calcium phosphate